tert-butyl 3-(3-chloro-4-formyl-5-methylphenyl)azetidine-1-carboxylate ClC=1C=C(C=C(C1C=O)C)C1CN(C1)C(=O)OC(C)(C)C